2-(1-methyl-1H-pyrazol-4-yl)-6-nitrobenzo[d]oxazole CN1N=CC(=C1)C=1OC2=C(N1)C=CC(=C2)[N+](=O)[O-]